1-{2-[(9Z,12Z)-octadecane-9,12-dien-1-yloxy]-1-[(octyloxy)methyl]ethyl}azetidine 2-[2-[3,4-bis(2-hydroxyethoxy)oxolan-2-yl]-2-(2-hydroxyethoxy)ethoxy]ethyl-octadec-9-enoate OCCOC1C(OCC1OCCO)C(COCCOC(CCCCCCCC=CCCCCCCCC)=O)OCCO.C(CCCCCCC\C=C/C\C=C/CCCCC)OCC(COCCCCCCCC)N1CCC1